6-methyl-2-[(5,6,7,8-tetrahydro-2,6-naphthyridin-3-yl)amino]-4H,5H,6H,7H,8H-pyrazolo[1,5-d][1,4]diazepin-7-one CN1C(CN2C(CC1)=CC(=N2)NC=2N=CC=1CCNCC1C2)=O